O=C1NC(=C(C=C1C(=O)N)C1=CC=C(C=C1)OCC1OCCC1)C(F)(F)F 2-Oxo-5-(4-((tetrahydrofuran-2-yl)methoxy)phenyl)-6-(trifluoromethyl)-1,2-dihydropyridin-3-carboxamide